(S)-2-(1,3-dibenzylimidazolidin-2-yl)but-3-yne-1,2-diol C(C1=CC=CC=C1)N1C(N(CC1)CC1=CC=CC=C1)[C@](CO)(C#C)O